1-[3-(4-Bromo-2-methyl-2H-pyrazol-3-yl)-4-methoxyphenyl]-3-(4-isopropylphenyl)-urea BrC1=C(N(N=C1)C)C=1C=C(C=CC1OC)NC(=O)NC1=CC=C(C=C1)C(C)C